2-(2-naphthoxy)-ethanol C1=C(C=CC2=CC=CC=C12)OCCO